ClC1=C(C=CC=C1)CC(=O)NC=1C=C(C(=NC1)C=1C=NC=C(C1)C(F)(F)F)S(N=CN(C)C)(=O)=O 2-(2-chlorophenyl)-N-[3-{[(dimethylamino)methylidene]Sulfamoyl}-5'-(trifluoromethyl)-2,3'-bipyridin-5-yl]Acetamide